N[C@@H]([C@@H](C(=O)N[C@H](C(=O)O)C1CCCCC1)O)CC1=CC=CC=C1 (2S)-2-[[(2S,3R)-3-amino-2-hydroxy-4-phenyl-butanoyl]amino]-2-cyclohexyl-acetic acid